BrC=1C=C(C=CC1)C1=NC2=CC=CC=C2C(N1)=O 2-(3-bromophenyl)-4(3H)-quinazolinone